3-(4-(5-(2-(4-(2-(2,6-dioxopiperidin-3-yl)-1,3-dioxoisoindol-4-yl)piperazin-1-yl)ethoxy)-1H-benzo[d]imidazol-1-yl)phenyl)urea O=C1NC(CCC1N1C(C2=CC=CC(=C2C1=O)N1CCN(CC1)CCOC1=CC2=C(N(C=N2)C2=CC=C(C=C2)NC(N)=O)C=C1)=O)=O